FC(S(=O)(=O)[O-])(F)F.C1(=CC=C(C=C1)C1=CC=CC=2[N+]1=C(C=C1C=CC=CC21)C2=CC=CC=C2)C2=CC=CC=C2 4-([1,1'-biphenyl]-4-yl)-6-phenylpyrido[2,1-a]isoquinolin-5-ium trifluoromethanesulfonate